C1(=CC=CC=C1)C=1C=C(C(=O)O)C(=CN1)N1C[C@@H](CC1)OC1=NC=C(C=C1)C(F)(F)F (R)-2-phenyl-5-(3-(5-(trifluoromethyl)pyridin-2-yloxy)pyrrolidin-1-yl)isonicotinic acid